2-[4-[(E)-3-(4-Methylsulfonylphenyl)prop-2-enoyl]phenoxy]-N-[(1R,4S,5R,8S,9R,10R,12R,13R)-1,5,9-trimethyl-11,14,15,16-tetraoxatetracyclo[10.3.1.04,13.08,13]hexadecan-10-yl]acetamide CS(=O)(=O)C1=CC=C(C=C1)/C=C/C(=O)C1=CC=C(OCC(=O)N[C@H]2[C@@H]([C@@H]3CC[C@H]([C@@H]4CC[C@]5(OO[C@]43[C@H](O2)O5)C)C)C)C=C1